OCC1CC(C1)C(CC(=O)OC(C)(C)C)C=1C=NC(=CC1)OC tert-Butyl 3-(3-(hydroxymethyl)cyclobutyl)-3-(6-methoxypyridin-3-yl)propanoate